C(C1=CC=CC=C1)OC(=O)N[C@@H](COC[C@@H]1N(CCCC1)C(=O)OC(C)(C)C)C(=O)OC tert-butyl (R)-2-(((S)-2-(((benzyloxy)carbonyl)amino)-3-methoxy-3-oxopropoxy)methyl)piperidine-1-carboxylate